C(C)(C)(C)OC(=O)C=1SC(=C(C1OCC(=O)O)Cl)C1=CC(=CC=C1)OC1CCN(CC1)S(=O)(=O)CC1=CC(=CC=C1)[N+](=O)[O-] 2-[[2-tert-butoxycarbonyl-4-chloro-5-[3-[[1-[(3-nitrophenyl)methylsulfonyl]-4-piperidyl]oxy]phenyl]-3-thienyl]oxy]acetic acid